ClC1=C(C(=C(C=C1OC)OC)Cl)C=1C(N(C2=CC(=NC=C2C1)C=1C=NN(C1C)CC#N)CC)=O 2-(4-(3-(2,6-dichloro-3,5-dimethoxyphenyl)-1-ethyl-2-oxo-1,2-dihydro-1,6-naphthyridin-7-yl)-5-methyl-1H-pyrazol-1-yl)acetonitrile